O=C1N(CCC1)C=1C=C2C(=NC1)OC=C2C=2C=C(C=NC2)C2=CC=C(C=C2)N2C(CCC2)=O 1-(4-(5-(5-(2-oxopyrrolidin-1-yl)furo[2,3-b]pyridin-3-yl)pyridin-3-yl)phenyl)pyrrolidin-2-one